(5-(3-chlorophenyl)-1,3,4-oxadiazol-2-yl)-4-fluoro-3-(trifluoromethyl)benzamide ClC=1C=C(C=CC1)C1=NN=C(O1)C1=C(C(=O)N)C=CC(=C1C(F)(F)F)F